CN1OC(C2C1C(CC(C2)(C)C2=C(C#N)C=CC=C2)C)(C)C (1,3,3,5,7-pentamethyloctahydrobenzo[c]isoxazol-5-yl)benzonitrile